CC(C)C=1SC(=CC1N(C(=O)N)S(N([C@@H]1CN(CCC1)C)C=1C=NN(C1)C)(=O)=O)C(C)C [2,5-bis(propan-2-yl)thiophen-3-yl]-1-[(1-methyl-1H-pyrazol-4-yl)[(3S)-1-methylpiperidin-3-yl]sulfamoyl]urea